8-[(2R,3S)-3-(methanesulfonylmeth-yl)-2-methylazetidin-1-yl]-N-[2-(4-methylpiperazin-1-yl)pyrimidin-4-yl]-5-(propan-2-yl)isoquinolin-3-amine CS(=O)(=O)C[C@@H]1[C@H](N(C1)C=1C=CC(=C2C=C(N=CC12)NC1=NC(=NC=C1)N1CCN(CC1)C)C(C)C)C